C(C)C(C(C)=O)(C(C)=O)C 3-ethyl-3-methyl-2,4-pentanedione